aniline compound with nitrite N(=O)O.NC1=CC=CC=C1